OC=1C(=C(C(=CC1)C)NC(=O)C1=CN=C(S1)NC1=NN(C=C1)C(C(N1CCCC1)=O)C)C N-(3-Hydroxy-2,6-dimethylphenyl)-2-((1-(1-oxo-1-(pyrrolidin-1-yl)propan-2-yl)-1H-pyrazol-3-yl)amino)thiazole-5-carboxamide